1,1,2-Trifluoro-2-(1,1,2,2,2-pentafluoroethoxy)ethene FC(=C(OC(C(F)(F)F)(F)F)F)F